tetranitrosoplatinum N(=O)[Pt](N=O)(N=O)N=O